FC=1C=C(C=CC1)C1=NOC(C1)(C(=O)N[C@@H]1C=C[C@@H](C1)C(=O)NOC)C 3-(3-fluorophenyl)-N-[(1S,4R)-4-[(methoxyamino)carbonyl]cyclopent-2-en-1-yl]-5-methyl-4H-1,2-oxazole-5-carboxamide